O1C=CC=C2C=CC(C=C12)=O chromen-7-one